NC(C=CC(=O)N)=C 4-amino-2,4-pentadieneamide